FC1(CC(C1)(CC1=NN=CN1C)C=1C=C(C=CC1)N1C(C2=CC(=CC(=C2C1)C(F)(F)F)CNC1(CCC1)C)=O)F 2-(3-(3,3-difluoro-1-((4-methyl-4H-1,2,4-triazol-3-yl)methyl)-cyclobutyl)phenyl)-6-(((1-methylcyclobutyl)amino)methyl)-4-(trifluoromethyl)isoindolin-1-one